(S)-10-((2-(azetidin-1-yl)-5-chloropyrimidin-4-yl)amino)-2-cyclopropyl-3,3-difluoro-7-methyl-1,2,3,4-tetrahydro-[1,4]oxazepino[2,3-c]quinolin-6(7H)-one N1(CCC1)C1=NC=C(C(=N1)NC1=CC=2C3=C(C(N(C2C=C1)C)=O)OCC([C@@H](N3)C3CC3)(F)F)Cl